N-(4-tert-butylphenyl)-4,4,7,7-tetramethyl-4,5,6,7-tetrahydrobenzo[b]thiophen-3-amine C(C)(C)(C)C1=CC=C(C=C1)NC=1C2=C(SC1)C(CCC2(C)C)(C)C